C1N(CC12CNC2)C2=CC=C(C=C2)C2=CC1=C(C(=N2)C)N=C(N1C)C1=CC(=C(C=C1)OC)OC 6-(4-(2,6-diazaspiro[3.3]heptan-2-yl)phenyl)-2-(3,4-dimethoxyphenyl)-1,4-dimethyl-1H-imidazo[4,5-c]pyridine